ClC=1C(=C(C(=O)N2CC3=CC=CC=C3C2)C(=CC1OC)O)C 2-(3-Chloro-6-hydroxy-4-methoxy-2-methylbenzoyl)isoindolin